FC1=CC=C(C=2C3=C(NC12)CCN(C3)C(=O)C3=NNC(=C3)C(F)(F)F)C(F)(F)F [6-fluoro-9-(trifluoromethyl)-1,3,4,5-tetrahydropyrido[4,3-b]indol-2-yl]-[5-(trifluoromethyl)-1H-pyrazol-3-yl]methanone